C(C)(=O)[O-].O(C(=S)S)C(C)C.[Na+] sodium isopropyl xanthate acetate